CCN(CC)C(=S)[S-].CCN(CC)C(=S)[S-].[Zn+2] zinc diethyl dithiocarbamate